methyl-(4-bromo-1-(3,5-difluorobenzyl)-1H-imidazol-2-yl)methanol CC(O)C=1N(C=C(N1)Br)CC1=CC(=CC(=C1)F)F